NCC=1C(NC(=C2CCCCC12)C)=O 4-(aminomethyl)-1-methyl-5,6,7,8-tetrahydroisoquinolin-3(2H)-one